1,1,1,3,3,3-hexakis(3-fluorobenzyl)disiloxane FC=1C=C(C[Si](O[Si](CC2=CC(=CC=C2)F)(CC2=CC(=CC=C2)F)CC2=CC(=CC=C2)F)(CC2=CC(=CC=C2)F)CC2=CC(=CC=C2)F)C=CC1